COC1=C(C=CC(=C1)C1C(C(CO1)CC1=CC(=C(C=C1)O)OC)CO)[O-] 2-methoxy-4-{2-(hydroxymethyl)-3-[(4-hydroxy-3-methoxyphenyl)methyl]-5-oxacyclopentyl}phenolate